C(C)(C)(C)OC(=O)N1CCC=2C=C(C(=NC2C1)C#CC1=CC(=NC(=C1)C)C)N 3-amino-2-((2,6-dimethylpyridin-4-yl)ethynyl)-5,8-dihydro-1,7-naphthyridine-7(6H)-carboxylic acid tert-butyl ester